4-Hydroxy-N-Methyl-N-Isopropyltryptamine OC=1C=CC=C2NC=C(CCN(C(C)C)C)C12